(trans)-(rac)-4-((3-(2-cyanoacetoxy)cyclopentyl)amino)-1H-pyrrolo[2,3-b]pyridine-5-carboxylic acid ethyl ester C(C)OC(=O)C=1C(=C2C(=NC1)NC=C2)N[C@@H]2C[C@H](CC2)OC(CC#N)=O |r|